ClC=1C(=CC(=C(C1)S(=O)(=O)NC1=NC=NC=C1)F)N[C@H]1[C@@H](C[C@@H](CC1)C1=C(C=CC=C1)C(F)(F)F)N(C)C 5-Chloro-4-(((1R,2R,4R)-2-(dimethylamino)-4-(2-(trifluoromethyl)-phenyl)cyclohexyl)amino)-2-fluoro-N-(pyrimidin-4-yl)benzene-sulfonamide